O-[(1,1-dimethylethyl)dimethylsilyl]-N-(t-butoxycarbonyl)-L-serine CC(C)(C)[Si](OC[C@H](NC(=O)OC(C)(C)C)C(=O)O)(C)C